C1(CC1)OC1=C(C=C2C=NN(C2=C1)CC1=CC=C(C=C1)OC)N 6-cyclopropoxy-1-(4-methoxybenzyl)-1H-indazol-5-amine